FC1([C@@H](CNC1)OCC1=C(N(N=C1)C)C1=CC=2N(C=C1)N=C(C2)NC(=O)C2CC2)F |r| (RS)-N-[5-[4-[(4,4-difluoropyrrolidin-3-yl)oxymethyl]-2-methyl-pyrazol-3-yl]pyrazolo[1,5-a]pyridin-2-yl]cyclopropanecarboxamide